BrC=1C=C2C(=NC(=NC2=CC1)Cl)N1C(COCC1)C 4-(6-bromo-2-chloroquinazolin-4-yl)-3-methylmorpholine